azido-D-lysine hydrochloride Cl.N(=[N+]=[N-])N[C@H](CCCCN)C(=O)O